1-(2-(aminomethyl)-6-cyclopropyl-imidazo[1,2-a]pyridin-8-yl)-3-(2,2,2-trifluoroethyl)imidazolidine-2,4-dione NCC=1N=C2N(C=C(C=C2N2C(N(C(C2)=O)CC(F)(F)F)=O)C2CC2)C1